ClC1=C(C(=C(C(=C1C1=CC=CC=C1)Cl)C1=CC=CC=C1)C1=CC=CC=C1)C1=CC=CC=C1 3',5'-dichloro-4',6'-diphenyl-1,1':2',1''-terphenyl